BrC1=CC=CC(=N1)OCC=1C(=CC(=NC1)Cl)OC 5-[(6-bromo-2-pyridyl)oxymethyl]-2-chloro-4-methoxy-pyridine